P(OCC(CCCC)CC)(OC(CCCCCC)C)=O (2-ethylhexyl) (1-methylheptyl) phosphonate